C(C1=CC=CC=C1)OC(=O)N[C@H](C(=O)OC)[C@@H](C)OCC(F)(F)F methyl (2S,3R)-2-(benzyloxycarbonylamino)-3-(2,2,2-trifluoroethoxy)butanoate